Decyl 8-(N-((Z)-2-((Z)-dec-4-en-1-yl)dodec-6-en-1-yl)-4-(dimethylamino)butanamido)-octadecenoate C(CC\C=C/CCCCC)C(CN(C(CCCN(C)C)=O)C(CCCCC=CC(=O)OCCCCCCCCCC)CCCCCCCCCC)CCC\C=C/CCCCC